C(C1=CC=CC=C1)OC(=O)N(CCCC1OC(NC2=C1C(=CC=C2)C2=CC=CC(=N2)N[C@H]2C[C@H](N(C2)C(=O)OC(C)(C)C)C(=O)OC)=O)C O1-tert-butyl O2-methyl (2S,4S)-4-[[6-[4-[3-[benzyloxycarbonyl(methyl)amino]propyl]-2-oxo-1,4-dihydro-3,1-benzoxazin-5-yl]-2-pyridyl]amino]pyrrolidine-1,2-dicarboxylate